C(C)(C)(C)OC(=O)N[C@H]1[C@H](CC2=CC=CC=C12)C(=O)O |r| (racemic)-cis-1-tert-butoxycarbonylaminoindan-2-carboxylic acid